5-(3-((6-iodoquinolin-4-yl)amino)-5-methoxyphenyl)-1-methylpyridin-2(1H)-one IC=1C=C2C(=CC=NC2=CC1)NC=1C=C(C=C(C1)OC)C=1C=CC(N(C1)C)=O